N-(4-(5-(difluoromethyl)-1,3,4-oxadiazol-2-yl)benzyl)-N-(pyridin-3-yl)methanesulfonamide FC(C1=NN=C(O1)C1=CC=C(CN(S(=O)(=O)C)C=2C=NC=CC2)C=C1)F